NC1=NC=2C=C(C(=CC2C=2N1N=C(N2)[C@H]2CN(CCC2)C=2C=NN(C2)[C@H](C(C)(O)C)C)F)OC |o1:25| (S or R)-3-(4-((R)-3-(5-amino-9-fluoro-8-methoxy-[1,2,4]triazolo[1,5-c]quinazolin-2-yl)piperidin-1-yl)-1H-pyrazol-1-yl)-2-methylbutan-2-ol